ClC1=C(C=CC(=C1)S(=O)(=O)C)C1=CC=C(C=N1)C1CN(C1)C(CC[C@H]1NC(OC1)=O)=O (4R)-4-[3-[3-[6-(2-Chloro-4-methylsulfonyl-phenyl)-3-pyridyl]azetidin-1-yl]-3-oxo-propyl]oxazolidin-2-one